N-{4-[6-chloro-3-(pyridin-2-yl)-1H-pyrrolo[3,2-b]pyridin-2-yl]pyridin-2-yl}-4,4-difluoro-2-(4-fluorophenyl)butanamide ClC=1C=C2C(=NC1)C(=C(N2)C2=CC(=NC=C2)NC(C(CC(F)F)C2=CC=C(C=C2)F)=O)C2=NC=CC=C2